CC1=CC2=C(N=C(O2)CSC=2NC(C3=C(N2)N(N=C3)C3CC3)=O)C=C1 6-(((6-Methylbenzo[d]oxazol-2-yl)methyl)thio)-1-cyclopropyl-1,5-dihydro-4H-pyrazolo[3,4-d]pyrimidin-4-on